methyl 2-(2-methoxypyridin-3-yl)-2-methylpropanoate COC1=NC=CC=C1C(C(=O)OC)(C)C